tert-butyl N-[3-[3-[[2-[3-(N'-hydroxycarbamimidoyl)phenyl]-1-thiazol-2-yl-ethyl]sulfamoyl]anilino]-3-oxo-propyl]carbamate ON=C(N)C=1C=C(C=CC1)CC(C=1SC=CN1)NS(=O)(=O)C=1C=C(NC(CCNC(OC(C)(C)C)=O)=O)C=CC1